C(C)(C)NCCC1=CNC2=CC=CC=C12 N-isopropyl-tryptamine